CN1C=NC=C1C(=O)Cl 1-Methyl-1H-imidazole-5-carbonyl chloride